CC1(SCC(N1)C(=O)O)C(=O)O 2-methyl-2,4-thiazolidinedicarboxylic acid